BrC1=C(C(=CC(=C1)[N+](=O)[O-])Br)F 1,3-dibromo-2-fluoro-5-Nitrobenzene